tert-butyl (2S,4R)-4-(2,3-dichloro-6-methoxyphenyl)-2-(1,3-dithian-2-ylidenemethyl)piperidine-1-carboxylate ClC1=C(C(=CC=C1Cl)OC)[C@H]1C[C@H](N(CC1)C(=O)OC(C)(C)C)C=C1SCCCS1